5'-(4,4'-dimethoxytrityl)-deoxythymidine COC1=CC=C(C(C2=CC=C(C=C2)OC)(C2=CC=CC=C2)C([C@@H]2[C@H](C[C@@H](O2)N2C(=O)NC(=O)C(C)=C2)O)O)C=C1